tetraethylene Glycol diacrylate C(C=C)(=O)OCCOCCOCCOCCOC(C=C)=O